tert-Butyl 3-(4-(2-(2,4-dihydroxy-2-methylbutoxy)ethoxy)phenyl)-2,6-dioxopiperidine-1-carboxylate OC(COCCOC1=CC=C(C=C1)C1C(N(C(CC1)=O)C(=O)OC(C)(C)C)=O)(CCO)C